7-(dimethylamino)-3H-phenothiazin-3-one CN(C=1C=C2SC3=CC(C=CC3=NC2=CC1)=O)C